(4S)-7-(3,5-dimethylisoxazol-4-yl)-2-morpholin-4-yl-4-pyridin-2-yl-4,5-dihydroimidazo[1,5,4-de][1,4]benzoxazine CC1=NOC(=C1C1=CC=C2C=3N([C@H](COC31)C3=NC=CC=C3)C(=N2)N2CCOCC2)C